CC1(COC1)COC1=CC(=C(N)C=C1)[N+](=O)[O-] 4-[(3-methyloxetan-3-yl)methoxy]-2-nitro-aniline